N=1N(N=CC1)C=1C=CC(=NC1)CN1C(C(N(C=C1)C1(CC1)C)=O)=O 1-((5-(2H-1,2,3-triazol-2-yl)pyridin-2-yl)methyl)-4-(1-methylcyclopropyl)-1,4-dihydropyrazine-2,3-dione